C(C1=CC=CC=C1)N1CC(C(CC1)N1CCC(CC1)C1CCNCC1)(F)F 1-Benzyl-3,3-difluoro-4,1':4',4''-terpiperidine